bis(cyclopentadienyl)bis(2,6-difluoro-3-(pyridin-1-yl)phenyl)titanium C1(C=CC=C1)[Ti](C1=C(C(=CC=C1F)N1CC=CC=C1)F)(C1=C(C(=CC=C1F)N1CC=CC=C1)F)C1C=CC=C1